4-(guanidinomethyl)benzoic acid N(C(=N)N)CC1=CC=C(C(=O)O)C=C1